3-Methyl-7-[rac-(2R,5S)-5-methyl-2-piperidyl]quinoline CC=1C=NC2=CC(=CC=C2C1)[C@@H]1NC[C@H](CC1)C |r|